SCCC(=O)OCCOC(CCS)=O ethylene glycol e-bis(3-mercaptopropionate)